NC1C(C(C1(C)C)OC1=CC(=C(C=C1)C#N)OC)(C)C 4-{[(1r,3r)-3-amino-2,2,4,4-tetramethylcyclobutyl]oxy}-2-methoxybenzene-1-carbonitrile